2-(5-chloro-2-(4-methoxybenzyl)-3-oxo-2,3-dihydropyridazin-4-yl)propionic acid ethyl ester C(C)OC(C(C)C=1C(N(N=CC1Cl)CC1=CC=C(C=C1)OC)=O)=O